racemic-tert-butyl (((2S*,4R*)-4-(2-((2-((tert-butoxycarbonyl)amino)ethyl)amino)-6-fluorophenyl)-5-chloro-2-phenyl-2,3-dihydrobenzofuran-2-yl)methyl)carbamate C(C)(C)(C)OC(=O)NCCNC1=C(C(=CC=C1)F)C1=C(C=CC2=C1C[C@](O2)(C2=CC=CC=C2)CNC(OC(C)(C)C)=O)Cl |r|